FC=1C=C(C=C(C1C=1N=NN(C1)CC1NCCC1)F)NC(CC1=C(C(=CC=C1)C(F)(F)F)F)=O N-(3,5-difluoro-4-(1-(pyrrolidin-2-yl-methyl)-1H-1,2,3-triazol-4-yl)phenyl)-2-(2-fluoro-3-(trifluoromethyl)phenyl)acetamide